6-bromo-4,4-difluoro-1,2,3,4-tetrahydronaphthalen-1-amine BrC=1C=C2C(CCC(C2=CC1)N)(F)F